ClC=1C=C(C=C(C1)SCC)NC(=O)C1=CN(C(=C1)C1=NC=CC=N1)C N-(3-chloro-5-(ethylsulfanyl)phenyl)-1-methyl-5-(pyrimidin-2-yl)-1H-pyrrole-3-carboxamide